N-(trans-3-(2-(4-(2,3-dichlorophenyl)piperazin-1-yl)ethyl)cyclobutyl)oxazole-2-carboxamide sulfate S(=O)(=O)(O)O.ClC1=C(C=CC=C1Cl)N1CCN(CC1)CC[C@@H]1C[C@H](C1)NC(=O)C=1OC=CN1